racemic-(3S,4S)-4-[[6-[2-(methoxymethoxy)-4-(1-tetrahydropyran-2-ylpyrazol-4-yl)phenyl]-1,2,4-triazin-3-yl]amino]-2,2,6,6-tetramethyl-piperidin-3-ol COCOC1=C(C=CC(=C1)C=1C=NN(C1)C1OCCCC1)C1=CN=C(N=N1)N[C@@H]1[C@@H](C(NC(C1)(C)C)(C)C)O |r|